FC=1C(=CC(=C(C1)NC=1N=CC2=C(N1)N(C=C2)C2=CC=C(C=C2)NS(=O)(=O)C(C)C)C)N2CCN(CC2)C N-(4-(2-((5-Fluoro-2-methyl-4-(4-methylpiperazin-1-yl)phenyl)amino)-7H-pyrrolo[2,3-d]pyrimidin-7-yl)phenyl)propane-2-sulfonamide